N1N=CC=C1CC=1N(C2=C(C3=C(C(N(N=C3)CC3=NC(=CC=C3)C)=O)N2C)N1)C 2-((1H-pyrazol-5-yl)methyl)-3,4-dimethyl-6-((6-methylpyridin-2-yl)methyl)-4,6-dihydroimidazo[4',5':4,5]pyrrolo[2,3-d]pyridazin-5(3H)-one